BrC=1N(C=C(N1)C(F)(F)F)CC 2-bromo-1-ethyl-4-(trifluoromethyl)-1H-imidazole